CC1=CC=C(C=C1)SCCSC1=CC=C(C=C1)C 1,2-bis(4-methylphenylthio)ethane